C1=CC=CC2=CC3=CC=CC=C3C(=C12)C(C(=O)OCC)(F)F ethyl 2-(anthracen-9-yl)-2,2-difluoroacetate